[Fe].[Nb].[Fe] iron niobium-iron